FC1(C2(CC1(C2)C)C(=O)O)F 2,2-difluoro-3-methylbicyclo[1.1.1]pentane-1-carboxylic acid